3-(3-methoxy-2,6-dimethylphenyl)-6-(2-methylpyrimidin-5-yl)-7-tosyl-3,7-dihydro-4H-pyrrolo[2,3-d]pyrimidin-4-one COC=1C(=C(C(=CC1)C)N1C=NC2=C(C1=O)C=C(N2S(=O)(=O)C2=CC=C(C)C=C2)C=2C=NC(=NC2)C)C